tert-butyl 6-[1-(4-amino-2-fluoro-phenyl)-4-piperidyl]-2,6-diazaspiro[3.3]heptane-2-carboxylate NC1=CC(=C(C=C1)N1CCC(CC1)N1CC2(CN(C2)C(=O)OC(C)(C)C)C1)F